N-(6-(3-(tert-butyl)-5-(2,4-dioxo-3,4-dihydropyrimidin-1(2H)-yl)-6-fluoro-2-methoxyphenyl)naphthalen-2-yl)methanesulfonamide C(C)(C)(C)C=1C(=C(C(=C(C1)N1C(NC(C=C1)=O)=O)F)C=1C=C2C=CC(=CC2=CC1)NS(=O)(=O)C)OC